5-(2-fluorostyryl)-1H-1,2,3-triazole-4-carboxylic acid FC1=C(C=CC2=C(N=NN2)C(=O)O)C=CC=C1